IC=1C=C(C(=O)NC2=CC=C(C=C2)S(=O)(=O)N2C(CSCC2)C(=O)N(C)C)C=CC1OC 4-((4-(3-Iodo-4-methoxybenzamido)phenyl)sulfonyl)-N,N-dimethylthiomorpholine-3-carboxamide